[Se](C#N)CCCCCC(=O)N 6-selenocyanohexanamide